N-(cyclopropylmethyl)-5-iodo-7-tosyl-7H-pyrrolo[2,3-d]pyrimidin-4-amine C1(CC1)CNC=1C2=C(N=CN1)N(C=C2I)S(=O)(=O)C2=CC=C(C)C=C2